(R)-4-((2-cyanophenyl)thio)-6-(1-(1-methyl-6-oxopiperidin-3-yl)-1H-pyrazol-4-yl)pyrazolo[1,5-a]pyridine-3-carbonitrile C(#N)C1=C(C=CC=C1)SC=1C=2N(C=C(C1)C=1C=NN(C1)[C@H]1CN(C(CC1)=O)C)N=CC2C#N